COC1=C(C=C(C(=O)N)C=C1)[N+](=O)[O-] 4-methoxy-3-nitrobenzoylAmine